OC=1C=C(C2=CC=CC=C2C1)C1=CC=C2C(=NC(=NC2=C1)OC[C@H]1N(CCC1)C)N1[C@H]2CN(C[C@@H]1CC2)C(=O)[C@H]2NC[C@@H](C2)O ((1R,5S)-8-(7-(3-hydroxynaphthalen-1-yl)-2-(((S)-1-methylpyrrolidin-2-yl)methoxy)quinazolin-4-yl)-3,8-diazabicyclo[3.2.1]octan-3-yl)((2S,4R)-4-hydroxypyrrolidin-2-yl)methanone